BrC=1C(=C(C=CC1)C1=NC2=C(N=CC=C2C=C1C=C)N)C (3-bromo-2-methylphenyl)-3-vinyl-1,7-naphthyridin-8-amine